3-methyl-hexahydrophthalic anhydride CC1C2C(C(=O)OC2=O)CCC1